IC=1C=C(C=C2C(=C(C=NC12)C#N)NCC(C)(C)C)N[C@H](C=1N=NN(C1)C1(CC1)C(F)(F)F)C1=C2C=CC=NC2=CC=C1 (S)-8-iodo-4-(neopentylamino)-6-((quinolin-5-yl-(1-(1-(trifluoromethyl)cyclopropyl)-1H-1,2,3-triazol-4-yl)methyl)amino)quinoline-3-carbonitrile